C(C)(C)(C)OC(=O)N1C(=CC=2C1=NC(=CC2)NC(=O)C2=CC=NN2C)C2=C(C=CC=C2)C 6-(1-methyl-1H-pyrazole-5-carboxamido)-2-(o-tolyl)-1H-pyrrolo[2,3-b]pyridine-1-carboxylic acid tert-butyl ester